3-cyclopropyl-8-fluoro-N-[6-(4-isopropyl-4H-1,2,4-triazol-3-yl)pyridin-2-yl]-5-(thiophene-2-carbonyl)-5,6-dihydro-4H-benzo[f]imidazo[1,5-a][1,4]diazepine-9-carboxamide C1(CC1)C=1N=CN2C1CN(CC1=C2C=C(C(=C1)F)C(=O)NC1=NC(=CC=C1)C1=NN=CN1C(C)C)C(=O)C=1SC=CC1